ClC1=C(C(=O)C2=CNC3=C2C2=C(NC[C@@](N2)(C)COC)C=N3)C=CC(=C1F)F (S)-9-(2-chloro-3,4-difluorobenzoyl)-2-(Methoxymethyl)-2-methyl-1,2,4,7-tetrahydro-3H-pyrrolo[3',2':5,6]pyrido[3,4-b]pyrazine